S1C=C(C=C1)CN thiophen-3-ylmethanamine